N-hexylbenzene-1,4-diamine C(CCCCC)NC1=CC=C(C=C1)N